FC(N1C2=NC(=NC(=C2N=C1)N[C@@H]1CN(C[C@H]1F)C(=O)OC(C)(C)C)N[C@@H](C)[C@H](C(F)(F)F)O)F |&1:12,16| tert-Butyl (3RS,4RS)-3-((9-(difluoromethyl)-2-(((2S,3R)-4,4,4-trifluoro-3-hydroxybutan-2-yl)amino)-9H-purin-6-yl)amino)-4-fluoropyrrolidine-1-carboxylate